[5-[[1-[2-oxo-2-[(2S)-2-cyanopyrrolidin-1-yl]ethyl]-4-piperidinyl]amino]-8-quinolinyl]acetamide O=C(CN1CCC(CC1)NC1=C2C=CC=NC2=C(C=C1)CC(=O)N)N1[C@@H](CCC1)C#N